(5-chloropyrazine-2-yl)methanol ClC=1N=CC(=NC1)CO